di-n-butyl maleate C(\C=C/C(=O)OCCCC)(=O)OCCCC